(1S)-2,2-difluoro-N-[(1S,5R,6R)-3-(5-fluoro-2-{[1-(oxetan-3-yl)-1H-pyrazol-4-yl]amino}pyrimidin-4-yl)-6-methyl-3-azabicyclo[3.1.0]hex-1-yl]cyclopropanecarboxamide FC1([C@@H](C1)C(=O)N[C@@]12CN(C[C@H]2[C@H]1C)C1=NC(=NC=C1F)NC=1C=NN(C1)C1COC1)F